(S)-N-((R or S)-(3-chloro-4-fluorophenyl)(2-(trifluoromethyl)thiazol-4-yl)methyl)-2-oxooxazolidine-5-carboxamide ClC=1C=C(C=CC1F)[C@@H](NC(=O)[C@@H]1CNC(O1)=O)C=1N=C(SC1)C(F)(F)F |o1:8|